fluoro-propanesultone FC1CCOS1(=O)=O